C(C)[Si](OC1(CC2(C1)CN(CCC2)C(=O)OC(C)(C)C)C=C)(CC)CC tert-Butyl (2S,4R)-2-((triethylsilyl)oxy)-2-vinyl-6-azaspiro[3.5]nonane-6-carboxylate